tert-Butyl (1S*,2S*,5S*)-2-amino-8-azabicyclo[3.2.1]octane-8-carboxylate N[C@@H]1[C@@H]2CC[C@H](CC1)N2C(=O)OC(C)(C)C |o1:1,2,5|